5-((5-isopropyl-2-vinylpyridin-4-yl)thio)pyrimidine-2,4-diamine C(C)(C)C=1C(=CC(=NC1)C=C)SC=1C(=NC(=NC1)N)N